2-(2-fluoro-6-methoxyphenyl)-6-((4-((S)-3-hydroxypiperidin-1-yl)-5-(1-(tetrahydro-2H-pyran-4-yl)-1H-pyrazol-4-yl)pyridin-2-yl)amino)nicotinamide FC1=C(C(=CC=C1)OC)C1=C(C(=O)N)C=CC(=N1)NC1=NC=C(C(=C1)N1C[C@H](CCC1)O)C=1C=NN(C1)C1CCOCC1